N1C=C(CC2=CN=CC=C12)C(=O)N 1,4-dihydro-1,6-naphthyridine-3-carboxamide